C(C1=CC=CC=C1)(=O)NC1=C2N=CN(C2=NC=N1)[C@H]1[C@H]([C@H](OP(N(C(C)C)C(C)C)OCCC#N)[C@H](O1)COC(C1=CC=C(C=C1)OC)(C1=CC=C(C=C1)OC)C1=CC=CC=C1)SCOCC1=C(C=CC=C1)[N+](=O)[O-] N6-Benzoyl-9-{3-O-[2-cyanoethoxy(diisopropylamino)phosphanyl]-5-O-(4,4'-dimethoxytrityl)-2-deoxy-2-(2-nitrobenzyloxymethyl)thio-β-D-arabinofuranosyl}adenine